FC1(C(C1)C(=O)NC1=NC=C2C=C(C=3N(C2=C1)C=CN3)C=3C=NC(=CC3C)[C@@H](CC)O)F 2,2-difluoro-N-(4-{6-[(1R)-1-hydroxypropyl]-4-methylpyridin-3-yl}imidazo[1,2-a]1,6-naphthyridin-8-yl)cyclopropane-1-carboxamide